(E)-1-[4-(5,6-Dihydro-4H-1,3-thiazin-2-ylamino)phenyl]-3-(4-hydroxy-3-methoxyphenyl)prop-2-en-1-one S1C(=NCCC1)NC1=CC=C(C=C1)C(\C=C\C1=CC(=C(C=C1)O)OC)=O